3-fluoro-5-(Trifluoromethyl)benzoic acid FC=1C=C(C(=O)O)C=C(C1)C(F)(F)F